7-(1-(N-methyl-1H-1,2,4-triazole-1-carboxamido)ethyl)-2-(4-phenoxy-phenyl)-4,5,6,7-tetrahydro-pyrazolo[1,5-a]pyrimidine-3-carboxamide CN(C(=O)N1N=CN=C1)C(C)C1CCNC=2N1N=C(C2C(=O)N)C2=CC=C(C=C2)OC2=CC=CC=C2